ClC1=C2C(N(C(C2=CC=C1)=O)C1=NC=C(C(=O)Cl)C=C1)=O 6-(4-chloro-1,3-dioxoisoindol-2-yl)nicotinoyl chloride